bromo-3',5'-di-tert-butyl-(1,1'-biphenyl)-2-amine BrC1=C(C(=CC=C1)C1=CC(=CC(=C1)C(C)(C)C)C(C)(C)C)N